methyl 8-bromo-1-(3-fluoro-4-methylbenzyl)-5-methoxy-2-oxo-2,3-dihydro-1H-benzo[b]azepine-4-carboxylate BrC=1C=CC2=C(N(C(CC(=C2OC)C(=O)OC)=O)CC2=CC(=C(C=C2)C)F)C1